(R)-N-(cyanomethyl)-1-(2-(4-(2-(3,4-dimethoxyphenyl)-3-isopropyl-1H-indol-5-yl)piperidin-1-yl)-2-oxoethyl)piperidine-3-carboxamide C(#N)CNC(=O)[C@H]1CN(CCC1)CC(=O)N1CCC(CC1)C=1C=C2C(=C(NC2=CC1)C1=CC(=C(C=C1)OC)OC)C(C)C